methyl 4-((2-(2,5-dibromophenethyl)-2-tosylhydrazineylidene)methyl)benzoate BrC1=C(CCN(N=CC2=CC=C(C(=O)OC)C=C2)S(=O)(=O)C2=CC=C(C)C=C2)C=C(C=C1)Br